2-((2'-(((1-(3,5-bis(trifluoromethyl)phenyl)-1-hydroxypropan-2-yl)(isopropyl)amino)methyl)-6-Methoxy-4-methyl-4'-(trifluoromethyl)-[1,1'-biphenyl]-3-yl)oxy)acetic acid FC(C=1C=C(C=C(C1)C(F)(F)F)C(C(C)N(C(C)C)CC1=C(C=CC(=C1)C(F)(F)F)C1=CC(=C(C=C1OC)C)OCC(=O)O)O)(F)F